1,1-difluoro-5-azaspiro[2.4]heptan FC1(CC12CNCC2)F